C(C1=CC=CC=C1)OC=1C=2C3=C(N(C2C=CC1)C1=CC(=C(C=C1)F)C)C(COC31CCC(CC1)(C(=O)OCC)F)(C)C ethyl (1R,4R)-9'-(benzyloxy)-4-fluoro-5'-(4-fluoro-3-methylphenyl)-4',4'-dimethyl-4',5'-dihydro-3'H-spiro[cyclohexane-1,1'-pyrano[4,3-b]indole]-4-carboxylate